FC=1C=C(C=CC1)C1=C(C=CC=C1)C(C)=O (3'-fluoro-[1,1'-biphenyl]-2-yl)ethanone